BrC1=C(C2=C(N(C=N2)COCC[Si](C)(C)C)C=C1)F 5-Bromo-4-fluoro-1-((2-(trimethylsilyl)ethoxy)methyl)-1H-benzo[d]imidazole